C(C)(=O)NCCCC[C@H](C(=O)[O-])[NH3+] (2R)-6-acetamido-2-ammoniohexanoate